N(=[N+]=[N-])C=1C(=CC(=NC1)NC1=NC=C(C#N)C=C1Cl)N[C@H](C)C#N (R)-6-((5-azido-4-((1-cyanoethyl)amino)pyridin-2-yl)amino)-5-chloronicotinonitrile